C1=C(C=CC2=CC=CC=C12)N(C1=CC=CC=C1)C1=C(C(=C(C=C1)N(C1=CC=CC=C1)C1=CC=CC=C1)N(C1=CC2=CC=CC=C2C=C1)C1=CC=CC=C1)N(C1=CC2=CC=CC=C2C=C1)C1=CC=CC=C1 tris{2-naphthyl-(phenyl)amino}triphenylamine